FC(C(=O)O)(F)F.NCC1=C(C=CC(=C1)C)CS(=O)(=O)NC 2-Aminomethyl-4-methyl-phenyl-N-methyl-methanesulfonamide trifluoroacetate